C(C)(C)(C)C1=C(C=CC=C1)NC(C(=O)N[C@H](C(N[C@@H](C[C@H]1C(NCC1)=O)C(COC1=C(C(=CC(=C1F)F)F)F)=O)=O)CC(C)C)=O N1-(2-(tert-butyl)phenyl)-N2-((S)-4-methyl-1-oxo-1-(((S)-3-oxo-1-((S)-2-oxopyrrolidin-3-yl)-4-(2,3,5,6-tetrafluorophenoxy)butan-2-yl)amino)pentan-2-yl)oxalamide